CC(=C)N1C2=CC=CC=C2C=2C=CC=CC12 9-(1-methylethenyl)-9H-carbazole